(R)-N4-(2,6-difluorobenzyl)-2-isobutyl-N1-((S)-3-oxo-1-((S)-2-oxopyrrolidin-3-yl)-4-(2,3,5,6-tetrafluorophenoxy)butan-2-yl)succinamide FC1=C(CNC(C[C@H](C(=O)N[C@@H](C[C@H]2C(NCC2)=O)C(COC2=C(C(=CC(=C2F)F)F)F)=O)CC(C)C)=O)C(=CC=C1)F